1-amino-3-(4-bromophenyl)propane-2-thiol NCC(CC1=CC=C(C=C1)Br)S